3-Bromo-6,6-dimethyl-8-(piperidin-4-ylmethoxy)-5,6-dihydro-benzo[b]carbazol-11-one hydrochloric acid salt Cl.BrC1=CC=C2C=3C(C4=C(C(C3NC2=C1)(C)C)C=C(C=C4)OCC4CCNCC4)=O